FC=1C=C(C=NC1C(=O)OC)N1CCN(CC1)C(=O)OC(C)(C)C tert-butyl 4-[5-fluoro-6-(methoxycarbonyl)pyridin-3-yl]piperazine-1-carboxylate